[Cl-].[Cl-].C[SiH](C)[Hf+2](C1C(=CC2=C(C=CC=C12)C1=CC=CC=C1)C)C1C(=CC2=C(C=CC=C12)C1=CC=CC=C1)C dimethylsilylbis(2-methyl-4-phenyl-1-indenyl)hafnium dichloride